N-((S)-(4-bromophenyl)((R)-2'-iodo-6,6'-dimethyl-[1,1'-biphenyl]-2-yl)-λ4-sulfaneylidene)benzamide BrC1=CC=C(C=C1)[S@](=NC(C1=CC=CC=C1)=O)C1=C(C(=CC=C1)C)C1=C(C=CC=C1C)I